2-(2-(pyridin-4-yl)phenyl)-2-(3-((5-(5,6,7,8-tetrahydro-1,8-naphthyridin-2-yl)pentyl)oxy)azetidin-1-yl)acetic acid N1=CC=C(C=C1)C1=C(C=CC=C1)C(C(=O)O)N1CC(C1)OCCCCCC1=NC=2NCCCC2C=C1